C([C@H](C=O)O)[C@@H](C(=O)[O-])[NH3+] The molecule is the L-alpha-amino acid zwitterion formed from L-4-hydroxyglutamic semialdehyde by transfer of a proton from the carboxy to the amine group; it is the principal microspecies at pH 7.3. It is a tautomer of a L-4-hydroxyglutamic semialdehyde.